4,4'-(anthracene-9,10-diyl)dibenzoaldehyde C1=CC=CC2=C(C3=CC=CC=C3C(=C12)C1=CC=C(C=O)C=C1)C1=CC=C(C=O)C=C1